(methyldimethoxysilylpropyl)-(trimethoxysilylpropylthioethyl)amine C[Si](OC)(OC)CCCNCCSCCC[Si](OC)(OC)OC